boc-histidine methyl ester COC([C@@H](NC(=O)OC(C)(C)C)CC1=CNC=N1)=O